N-(1,1-dioxotetrahydro-2H-thiopyran-4-yl)-6-((5-ethyl-3-(6-methylpyridin-3-yl)isoOxazol-4-yl)methoxy)pyridine-3-carboxamide O=S1(CCC(CC1)NC(=O)C=1C=NC(=CC1)OCC=1C(=NOC1CC)C=1C=NC(=CC1)C)=O